fluoro-4-(((trans-2-phenylcyclopropyl)amino)methyl)piperidine-1-carboxylic acid ethyl ester C(C)OC(=O)N1C(CC(CC1)CN[C@H]1[C@@H](C1)C1=CC=CC=C1)F